ClC1=CC=C(N=N1)N(C1C(C2CCC(C1)N2C(=O)OC(C)(C)C)F)C tert-butyl 3-((6-chloropyridazin-3-yl)(methyl)amino)-2-fluoro-8-azabicyclo[3.2.1]octane-8-carboxylate